Cl.Cl.N1=C(C=CC=C1)N1CC(CC1)N 1-(pyridin-2-yl)pyrrolidin-3-amine Dihydrochloride